ClC=1C=C2C(=NC(=NC2=C(C1C=1C(=CC=C2C=NNC12)F)F)N1CC(C1)N(C)C)N1CC2(CN(C2C)C(C=C)=O)CC1 1-(6-(6-chloro-2-(3-(dimethylamino)azetidin-1-yl)-8-fluoro-7-(6-fluoro-1H-indazol-7-yl)quinazolin-4-yl)-1-methyl-2,6-diazaspiro[3.4]octan-2-yl)prop-2-en-1-one